FC1=C(CN2C(N([C@H](C3=CC=C(C=C23)C(=O)NCC2=C(C=C(C=C2F)F)F)C)C)=O)C(=CC(=C1)F)OCCCO (S)-1-(2,4-difluoro-6-(3-hydroxypropoxy)benzyl)-3,4-dimethyl-2-oxo-N-(2,4,6-trifluorobenzyl)-1,2,3,4-tetrahydroquinazoline-7-carboxamide